tert-butyl-2',6'-dimethylacetophenone C(C)(C)(C)CC(=O)C1=C(C=CC=C1C)C